2,2'-(disulfanediylbis(5H-[1,2,4]triazino[5,6-b]indol-3,5-diyl))diacetic acid S(SC=1N=NC2=C(N(C=3C=CC=CC23)CC(=O)O)N1)C=1N=NC2=C(N(C=3C=CC=CC23)CC(=O)O)N1